5-(2-Isopropyl-4,5-dimethoxy-benzyl)-N*2*,N*4*-diphenyl-pyrimidine-2,4-diamine C(C)(C)C1=C(CC=2C(=NC(=NC2)NC2=CC=CC=C2)NC2=CC=CC=C2)C=C(C(=C1)OC)OC